3-(4-((R)-3-methylmorpholino)-1-(1H-pyrazol-3-yl)-1H-pyrazolo[3,4-b]pyridine-6-yl)-8-oxa-3-azaBicyclo[3.2.1]octane C[C@@H]1COCCN1C1=C2C(=NC(=C1)N1CC3CCC(C1)O3)N(N=C2)C2=NNC=C2